tert-butyl N-[1-[[2-(2,6-dioxo-3-piperidyl)-1,3-dioxo-isoindolin-4-yl] methyl]-4-piperidyl]-N-methyl-carbamate O=C1NC(CCC1N1C(C2=CC=CC(=C2C1=O)CN1CCC(CC1)N(C(OC(C)(C)C)=O)C)=O)=O